1,4-diethyl succinate C(CCC(=O)OCC)(=O)OCC